C(C1=CC=CO1)O.[Na] sodium furfuryl alcohol